tert-butyl (S)-3-(4-(6-(3,5-dimethylisoxazol-4-yl)-4-(3-phenylmorpholino)quinazolin-2-yl)-1H-pyrazol-1-yl)azetidine-1-carboxylate CC1=NOC(=C1C=1C=C2C(=NC(=NC2=CC1)C=1C=NN(C1)C1CN(C1)C(=O)OC(C)(C)C)N1[C@H](COCC1)C1=CC=CC=C1)C